CCCCC/C=C\\C/C=C\\CCCCCCCC(=O)OC[C@H](COP(=O)([O-])OCC[N+](C)(C)C)OC(=O)CCC/C=C\\C/C=C\\C/C=C\\C/C=C\\CCCCC The molecule is a phosphatidylcholine 38:6 in which the acyl groups specified at positions 1 and 2 are (9Z,12Z)-octadecadienoyl and (5Z,8Z,11Z,14Z)-icosatetraenoyl respectively. It has a role as a mouse metabolite. It derives from an arachidonic acid and a linoleic acid.